2-(2-(diphenylphosphino)phenyl)-4-phenyl-4,5-dihydro-oxazol C1(=CC=CC=C1)P(C1=C(C=CC=C1)C=1OCC(N1)C1=CC=CC=C1)C1=CC=CC=C1